1-[4-(2-azidoethoxy)phenyl]-2-hydroxy-2-methylpropan-1-one N(=[N+]=[N-])CCOC1=CC=C(C=C1)C(C(C)(C)O)=O